(3R)-3-(1-(tert-butoxy)-3-(2-(((tert-butyldiphenylsilyl)oxy)methyl)benzofuran-4-yl)-1-oxopropane-2-yl)pyrrolidine-1-carboxylic acid tert-butyl ester C(C)(C)(C)OC(=O)N1C[C@H](CC1)C(C(=O)OC(C)(C)C)CC1=CC=CC2=C1C=C(O2)CO[Si](C2=CC=CC=C2)(C2=CC=CC=C2)C(C)(C)C